C(C)(=O)N1CCN(CC1)CC=1C=C(C=CC1)C=1C=C2C(=NC1)NC=C2/C=C(/C(=O)N[C@H](C)C2=CC(=C(C=C2)OC)OC)\C#N (R,E)-3-(5-(3-((4-acetylpiperazin-1-yl)methyl)phenyl)-1H-pyrrolo[2,3-b]pyridin-3-yl)-2-cyano-N-(1-(3,4-dimethoxyphenyl)ethyl)acrylamide